CC1=C(C=C(C=C1)C)NC(C(CC)N1C=2C(=CC(=C1)F)N=C(N2)SCC2=CC=C(C=C2)F)=O N-(2,5-dimethylphenyl)-2-(6-fluoro-2-((4-fluorobenzyl)thio)-4H-imidazo[4,5-b]pyridine-4-yl)butanamide